1'-methyl-4-nitro-1-((2-(trimethylsilyl)ethoxy)methyl)-1H,1'H-3,4'-bipyrazole CN1N=CC(=C1)C1=NN(C=C1[N+](=O)[O-])COCC[Si](C)(C)C